4-[8-(2-fluorophenyl)-1,4-dioxa-9-azaspiro[4.6]undec-9-yl]-6-methyl-pyrimidin-2-amine FC1=C(C=CC=C1)C1CCC2(OCCO2)CCN1C1=NC(=NC(=C1)C)N